FC(CN1C(=NC(=C1C=1C=CC=2N(C1)C=CN2)C2=CC=C(C=C2)F)C)F 6-(1-(2,2-difluoroethyl)-4-(4-fluorophenyl)-2-methyl-1H-imidazol-5-yl)imidazo[1,2-a]pyridine